NC1C(CCCC1)CC(=O)OCC ethyl 2-(2-aminocyclohexyl)acetate